2-(BENZYLAMINO)NICOTINALDEHYDE C(C1=CC=CC=C1)NC1=C(C=O)C=CC=N1